C(C)(C)(C)OC(=O)NC1C(CCC(C2=NC=CC=C21)OC(=O)N2CCC(CCC2)C=2C(NC1=CC=CC=C1C2)=O)C2=C(C(=CC=C2)F)F 5-((tert-butoxycarbonyl)amino)-6-(2,3-difluorophenyl)-6,7,8,9-tetrahydro-5H-cyclohept[b]pyridine-9-yl-4-(2-oxo-1,2-dihydroquinolin-3-yl)azepan-1-carboxylate